C(CC)C(CO)CCCCC 2-propyl-1-heptanol